ClC=1C=C(C=C(C1)C1CCN(CC1)C)O 3-chloro-5-(1-methyl-4-piperidyl)phenol